lithium (2,4,6-Trimethylbenzoyl)phenylphosphinate CC1=C(C(=O)P([O-])(=O)C2=CC=CC=C2)C(=CC(=C1)C)C.[Li+]